BrC1=CC=C(OC=2C3=C(SC2C(=O)C2=C(C=CC=C2)C(F)(F)F)C=C(C=C3)OC)C=C1 (3-(4-Bromophenoxy)-6-methoxybenzo[b]thiophen-2-yl)(2-(trifluoromethyl)phenyl)methanone